C(C=C)(=O)OCCCCCCCCCCCCCCCCCCC[Si](C)(C)I acryloxynonadecyliododimethylsilane